N[C@H]1CC(O[C@H]([C@H]1O)C)O[C@@H]1C=2C(=C3C(C=4C(=CC=CC4C(C3=C(C2C[C@](C1)(C(CO)=O)O)O)=O)OC)=O)O (7S,9S)-7-[(4S,5S,6S)-4-amino-5-hydroxy-6-methyloxan-2-yl]oxy-6,9,11-trihydroxy-9-(2-hydroxyacetyl)-4-methoxy-8,10-dihydro-7H-tetracene-5,12-dione